C(C)[N+](CC)(CC)C1CCCCC1 N,N,N-Triethylcyclohexylammonium